COC=1C(=C2C=CNC2=C(C1)C)CN1[C@@H](CC2(CC(C2)C#N)CC1)C1=CC=C(C=C1)C(=O)N1CCN(C2(CC2)C1)C (2R,4s,6S)-7-((5-methoxy-7-methyl-1H-indol-4-yl)methyl)-6-(4-(4-methyl-4,7-diazaspiro[2.5]octane-7-carbonyl)phenyl)-7-azaspiro[3.5]nonane-2-carbonitrile